N(=[N+]=[N-])C(COCC(C)(C)S(=O)(=O)C1(CC1)CN1C(C2=C(CC1)C(=NN2C)C(=O)O)=O)(C)C 6-((1-((1-(2-azido-2-methylpropoxy)-2-methylpropan-2-yl)sulfonyl)cyclopropyl)methyl)-1-methyl-7-oxo-4,5,6,7-tetrahydro-1H-pyrazolo[3,4-c]pyridine-3-carboxylic acid